ethyl 4-methoxyphenyl isophthalate C(C1=CC(C(=O)OC2=CC=C(C=C2)OC)=CC=C1)(=O)OCC